(R)-N-((R)-1-(3-Fluoro-5-methoxyphenyl)ethyl)-4-(3-fluoropyridin-4-yl)-2-methylpiperazine-1-carboxamide FC=1C=C(C=C(C1)OC)[C@@H](C)NC(=O)N1[C@@H](CN(CC1)C1=C(C=NC=C1)F)C